O1COC2=C1C=CC(=C2)C=CC(=O)C2=CC=C(C=C2)OCC(CNCC(C)C)O 3-(1,3-Benzodioxol-5-yl)-1-[4-[2-hydroxy-3-(2-methylpropylamino)propoxy]phenyl]prop-2-en-1-one